N-(3-(2-chlorophenyl)-1,2,4-thiadiazol-5-yl)-4-fluoropyrrolidine-2-carboxamide ClC1=C(C=CC=C1)C1=NSC(=N1)NC(=O)C1NCC(C1)F